(E)-6-(6-(2-(5-cyclopropyl-3-(3,5-dichloropyridin-4-yl)isoxazol-4-yl)vinyl)-3-azabicyclo[3.1.0]hex-3-yl)-4-isopropoxyquinoline-2-carboxylic acid C1(CC1)C1=C(C(=NO1)C1=C(C=NC=C1Cl)Cl)/C=C/C1C2CN(CC12)C=1C=C2C(=CC(=NC2=CC1)C(=O)O)OC(C)C